N-[(4R,5S)-3,3-difluoro-1-isopropyl-5-methyl-4-piperidyl]-6-{3-[4-(N-methylcarbamoyl)-5-fluoro-2-anisidino]-1-propynyl}-1-(2,2,2-trifluoroethyl)-1H-1,3-benzimidazole-4-carboxamide FC1(CN(C[C@@H]([C@H]1NC(=O)C1=CC(=CC=2N(C=NC21)CC(F)(F)F)C#CCNC=2C(OC)=CC(=C(C2)C(NC)=O)F)C)C(C)C)F